1-ethyl-3-(6-((4-(2-methyl-6-(1H-pyrazol-1-yl)pyridin-3-yl)piperidin-1-yl)methyl)pyrimidin-4-yl)urea C(C)NC(=O)NC1=NC=NC(=C1)CN1CCC(CC1)C=1C(=NC(=CC1)N1N=CC=C1)C